3,3'-diphenyl-1,1'-binaphthyl-2-ol C1(=CC=CC=C1)C1=C(C(=C2C=CC=CC2=C1)C1=CC(=CC2=CC=CC=C12)C1=CC=CC=C1)O